6alpha-hydroxy-17-oxoandrostane O[C@H]1C[C@H]2[C@@H]3CCC([C@@]3(C)CC[C@@H]2[C@]2(CCCCC12)C)=O